FC=1C=C(C[C@@]2(NCCC2)C(=O)O)C=CC1 α-(3-fluoro-benzyl)-proline